((3-(benzyloxy)cyclobutyl)methyl)(ethyl)sulfane C(C1=CC=CC=C1)OC1CC(C1)CSCC